C1(=CC=CC=C1)COC(=O)N1C(CC=CC1)CCl (chloromethyl)-3,6-dihydropyridine-1(2H)-carboxylic acid phenylmethyl ester